(S)-N-(5-(2-(2-aminopyridin-3-yl)-5-(4-(hydroxymethyl)-1H-pyrazol-1-yl)-3H-imidazo[4,5-b]pyridin-3-yl)-2,3-dihydro-1H-inden-1-yl)-2-fluoro-5-formyl-4-hydroxybenzamide NC1=NC=CC=C1C1=NC=2C(=NC(=CC2)N2N=CC(=C2)CO)N1C=1C=C2CC[C@@H](C2=CC1)NC(C1=C(C=C(C(=C1)C=O)O)F)=O